CC1=NC=C(C=C1NC(=O)C=1ON=C2C1C=CC(=C2)C=2C=NN(C2)C)NC(CN2[C@H](CCC2)C)=O N-[2-methyl-5-[[2-[(2S)-2-methylpyrrolidin-1-yl]acetyl]amino]-3-pyridyl]-6-(1-methylpyrazol-4-yl)-2,1-benzoxazole-3-carboxamide